COC1=C(C=C(C(=C1)Br)OC)Br 1,4-dimethoxy-2,5-dibromobenzene